(1S,3R)-3-acetylamino-N-(5-chloro-4-(7-fluoro-2-methyl-3-(1,1,1-trifluoro-2-hydroxypropan-2-yl)-2H-indazol-5-yl)pyridin-2-yl)cyclohexane-1-carboxamide C(C)(=O)N[C@H]1C[C@H](CCC1)C(=O)NC1=NC=C(C(=C1)C1=CC2=C(N(N=C2C(=C1)F)C)C(C(F)(F)F)(C)O)Cl